[C@H](C)(CC)NC=1N=CC2=C(N1)NC=C2C2=CC=C1C(=N2)N(C(=N1)C)C(C)C (S)-N-(sec-butyl)-5-(3-isopropyl-2-methyl-3H-imidazo[4,5-b]pyridin-5-yl)-7H-pyrrolo[2,3-d]pyrimidin-2-amine